(7R,8aS)-7-(2,3-dichloro-6-hydroxyphenyl)-2-(3-hydroxypropanoyl)hexa-hydropyrrolo[1,2-a]pyrazin-4(1H)-one ClC1=C(C(=CC=C1Cl)O)[C@H]1C[C@@H]2N(C(CN(C2)C(CCO)=O)=O)C1